(S)-9-((3-(chloromethyl)-5-nitrobenzyl)oxy)-8-methoxy-11,12,12a,13-tetrahydro-6H-benzo[5,6][1,4]diazepino[1,2-a]indol-6-one ClCC=1C=C(COC=2C(=CC3=C(NC[C@H]4N(C5=CC=CC=C5C4)C3=O)C2)OC)C=C(C1)[N+](=O)[O-]